2-chloro-9-isopropyl-N-(2-(3-isopropyl-1H-pyrazol-1-yl)benzyl)-9H-purin-6-amine ClC1=NC(=C2N=CN(C2=N1)C(C)C)NCC1=C(C=CC=C1)N1N=C(C=C1)C(C)C